COC1=C2C(C=C(OC2=C(C=C1)C=1C=CC(=C2C(C=C(OC12)C(CC(=O)OC)C)=O)OC)C(CC(=O)OC)C)=O Dimethyl 3,3'-(5,5'-Dimethoxy-4,4'-dioxo-4H,4'H-[8,8'-bichromene]-2,2'-diyl)dibutanoate